C(C)(C)N1N=C(C(=C1)C(=O)N)C(=O)N 1-isopropyl-1H-pyrazole-3,4-dicarboxamide